ClC=1C(=NC=CC1)C1(CC1)C(=O)N[C@H](C(=O)O)CCN(CCCCC1=NC=2NCCCC2C=C1)C[C@@H](CF)OC (S)-2-(1-(3-chloropyridin-2-yl)cyclopropane-1-carboxamido)-4-(((S)-3-fluoro-2-methoxypropyl)(4-(5,6,7,8-tetrahydro-1,8-naphthyridin-2-yl)butyl)amino)butanoic acid